2,4-diaminopyrimidine 3-oxide NC1=NC=CC(=[N+]1[O-])N